7-Chloro-5-[2-(3,5-difluoro-2-pyridinyl)-2-methoxy-ethoxy]imidazo[1,2-a]pyridine ClC1=CC=2N(C(=C1)OCC(OC)C1=NC=C(C=C1F)F)C=CN2